α-methylbutylamine CC(CCC)N